C1(=CC=CC=C1)C1=NC(=NC(=N1)C1=CC=CC=C1)C1=CC=C(C=C1)C1=C(C(=NC(=C1N1C=2C=CC=CC2C=2C3=C(C=CC12)C=CC=C3)C3=CC=CC=C3)N3C=1C=CC=CC1C=1C2=C(C=CC31)C=CC=C2)N2C=3C=CC=CC3C=3C1=C(C=CC23)C=CC=C1 7,7',7''-(4-(4-(4,6-diphenyl-1,3,5-triazin-2-yl)phenyl)-6-phenylpyridine-2,3,5-triyl)tris(7H-benzo[c]carbazole)